cis-2-Hexen-1-ol C(\C=C/CCC)O